(S)-4-(4-acryloyl-7-oxa-4-azaspiro[2.5]octan-6-yl)-6-chloro-N-methyl-[2,4'-bipyridine]-2'-carboxamide C(C=C)(=O)N1C2(CC2)CO[C@H](C1)C1=CC(=NC(=C1)Cl)C1=CC(=NC=C1)C(=O)NC